Tert-butyl (2R,3S,4S)-4-((tert-butoxycarbonyl)oxy)-3-(((4-nitrophenoxy)carbonyl)oxy)-2-((4'-(trifluoromethyl)-[1,1'-biphenyl]-4-yl)methyl)pyrrolidine-1-carboxylate C(C)(C)(C)OC(=O)O[C@@H]1[C@H]([C@H](N(C1)C(=O)OC(C)(C)C)CC1=CC=C(C=C1)C1=CC=C(C=C1)C(F)(F)F)OC(=O)OC1=CC=C(C=C1)[N+](=O)[O-]